BrC=1C=CC2=C(N(C(N2)=O)C2=CC3=C(N(CO3)C)C=C2)C1 6-(6-Bromo-2-oxo-2,3-dihydro-1H-benzo[d]imidazol-1-yl)-3-methylbenzo[d]oxazole